ClC=1C=C(C=NC1C(C)(C)O)NC(=O)C1CC2(C3=C1C=NC=1N3N=C(C1)F)CCC2 N-(5-chloro-6-(2-hydroxypropan-2-yl)pyridin-3-yl)-2'-fluoro-6',7'-dihydrospiro[cyclobutane-1,8'-cyclopenta[e]pyrazolo[1,5-a]pyrimidine]-6'-carboxamide